FC=1C(=NC=CC1)CNC1=NS(C2=C(N1)C(=C(C=C2F)C#N)OC2=C(C=CC=C2)Cl)(=O)=O 3-(((3-fluoropyridin-2-yl)methyl)amino)-5-(2-chlorophenoxy)-8-fluoro-4H-benzo[e][1,2,4]thiadiazine-6-carbonitrile 1,1-dioxide